C[C@H](C(=O)O)C(C=1C=C(C=NC1)C1=C(C=NC=C1C)C)NC(=O)OC(C)(C)C.FC1=C2N(C=N1)CCC2 fluoro-6,7-dihydro-5H-pyrrolo[1,2-c]imidazol methyl-(S)-3-((tert-butoxycarbonyl)amino)-3-(3',5'-dimethyl-[3,4'-bipyridin]-5-yl)propanoate